p-Dimercaptoazobenzene SC1(CC=C(C=C1)S)N=NC1=CC=CC=C1